tert-butyl 5-methoxy-7-methyl-4-((4-(2,2,2-trifluoroethyl)-2-(4-(trifluoromethanesulfonyloxy)phenyl)-1,4-diazepan-1-yl)methyl)indole-1-carboxylate COC=1C(=C2C=CN(C2=C(C1)C)C(=O)OC(C)(C)C)CN1C(CN(CCC1)CC(F)(F)F)C1=CC=C(C=C1)OS(=O)(=O)C(F)(F)F